3-((4-((5-Cyclopropyl-3-(3,5-dichloropyridin-4-yl)isoxazol-4-yl)methoxy)bicyclo[2.2.2]octan-1-yl)methoxy)-1-(cyclopropylmethyl)-4-methyl-1H-pyrazol C1(CC1)C1=C(C(=NO1)C1=C(C=NC=C1Cl)Cl)COC12CCC(CC1)(CC2)COC2=NN(C=C2C)CC2CC2